COC(=O)C=1C(=CN(C(C1)=O)C)C1=CC(=NC=C1OC)Cl 2'-Chloro-5'-methoxy-1-methyl-6-oxo-1,6-dihydro-[3,4'-bipyridine]-4-carboxylic acid methyl ester